4-ethoxy-1,1,1-trifluorobutan-3-en-2-one C(C)OC=CC(C(F)(F)F)=O